CNCC1=CC=CC=C1 R-methyl-benzylamine